C1=CC(=C(C=C1C2=C(C=C3C(=CC(=O)C=C3O2)O)O[C@H]4[C@@H]([C@H]([C@H]([C@H](O4)CO)O)O)O)O)O The molecule is an oxonium betaine that is the conjugate base of cyanidin 3-O-beta-D-galactoside, arising from regioselective deprotonation of the 5-hydroxy group. Major structure at pH 7.3 It derives from a cyanidin cation. It is a conjugate base of a cyanidin 3-O-beta-D-galactoside. It is a conjugate acid of a cyanidin 3-O-beta-D-galactoside(1-).